The molecule is an acyl-CoA(4-) arising from deprotonation of the phosphate and diphosphate functions of (10Z,13Z,16Z,19Z)-docosatetraenoyl-CoA. It is a polyunsaturated fatty acyl-CoA(4-) and a very long-chain acyl-CoA(4-). It is a conjugate base of a (10Z,13Z,16Z,19Z)-docosatetraenoyl-CoA. CC/C=C\\C/C=C\\C/C=C\\C/C=C\\CCCCCCCCC(=O)SCCNC(=O)CCNC(=O)[C@@H](C(C)(C)COP(=O)([O-])OP(=O)([O-])OC[C@@H]1[C@H]([C@H]([C@@H](O1)N2C=NC3=C(N=CN=C32)N)O)OP(=O)([O-])[O-])O